C(C)(C)(C)N1N=CC(=C1)NC(=N)C1(CCNCC1)C N-(1-tert-butylpyrazol-4-yl)-4-methylpiperidine-4-carboxamidine